NC1C(C2(C(N(CC3=CC=C(C=C23)Cl)C)=O)C1)C 3-amino-6'-chloro-2,2'-dimethyl-1',2'-dihydro-3'H-spiro[cyclobutane-1,4'-isoquinoline]-3'-one